2-bromo-4-tert-butyliodobenzene BrC1=C(C=CC(=C1)C(C)(C)C)I